FC(C1CC(C1)CN1N=C(N=C1)C(=O)N)(F)F 1-(((1r,3s)-3-trifluoromethyl-cyclobutyl)methyl)-1H-1,2,4-triazole-3-carboxamide